tert-butyl N-[[4-[2-(2-amino-3-pyridyl)-5-(trifluoromethyl)imidazo[4,5-b]pyridin-3-yl]phenyl]methyl]carbamate NC1=NC=CC=C1C1=NC=2C(=NC(=CC2)C(F)(F)F)N1C1=CC=C(C=C1)CNC(OC(C)(C)C)=O